COC(=O)[C@H]1C[C@@H](CCC1)NC1(N(C2=CC=CC=C2CC1)C(=O)[O-])C [((1R,3R)-3-(methoxycarbonyl)cyclohexyl)amino]-2-methyl-1,2,3,4-tetrahydroquinoline-1-carboxylate